NC=1C=C(C=C(C1)C(F)(F)F)[C@@H](C)NC1=NC=NC2=CC(=C(C=C12)N1CCN(CC1)C)C#N (R)-4-((1-(3-Amino-5-(trifluoromethyl)phenyl)ethyl)amino)-6-(4-methylpiperazin-1-yl)quinazoline-7-carbonitrile